N-(5-chloro-1,3,4-thiadiazol-2-yl)-2-((1-(4,4-difluorocyclohexanyl)-4-oxo-4,5-dihydro-1H-pyrazolo[3,4-d]pyrimidin-6-yl)thio)propanamid ClC1=NN=C(S1)NC(C(C)SC=1NC(C2=C(N1)N(N=C2)C2CCC(CC2)(F)F)=O)=O